1-amino-3-(4-methyl-1-piperazinyl)-2-propanol NCC(CN1CCN(CC1)C)O